C(C1=CC=CC=C1)N(C(C(=O)OCC(F)(F)F)=O)CC1=CC=CC=C1 2,2,2-trifluoroethyl 2-(dibenzylamino)-2-oxo-acetate